methyl 4-(3-methoxyprop-1-yn-1-yl)-6-methylpicolinate COCC#CC1=CC(=NC(=C1)C)C(=O)OC